C1CCCC2=NC3=CC=CC=C3C(=C12)NC=1C=C2C=NC=NC2=CC1C(=O)N 6-((1,2,3,4-tetrahydroacridin-9-yl)amino)quinazolin-7-carboxamide